(3-chloro-4-fluorophenyl)methanone hydrochloride salt Cl.ClC=1C=C(C=CC1F)C=O